BrC1=NN(C2=C1C(NCC2)=O)CC2=CC=C(C=C2)OC 3-bromo-1-[(4-methoxyphenyl)methyl]-6,7-dihydro-5H-pyrazolo[4,3-C]pyridin-4-one